FC1=C(C=C(C(=C1)F)C=1C=C(C=2N(C1)C=CN2)N2CCOCC2)NC(=O)N2C[C@@H](CC2)CC(F)(F)F (3S)-N-{2,4-Difluoro-5-[8-(morpholin-4-yl)imidazo[1,2-a]pyridin-6-yl]phenyl}-3-(2,2,2-trifluoroethyl)pyrrolidine-1-carboxamide